4-(5-(2-fluoro-3,4-dimethoxyphenyl)pyridin-3-yl)-1,2-oxaborol-2-ol FC1=C(C=CC(=C1OC)OC)C=1C=C(C=NC1)C=1CB(OC1)O